1-[3-[4-hydroxy-5-methyl-2-(2-phenylethyl)pyrazol-3-yl]-1H-1,2,4-triazol-5-yl]-6-methyl-imidazo[1,5-a]pyrazine-3-carboxamide OC1=C(N(N=C1C)CCC1=CC=CC=C1)C1=NNC(=N1)C=1N=C(N2C1C=NC(=C2)C)C(=O)N